tert-Butyl rac-(3R,4R,5R)-3-{[tert-butyl(dimethyl)silyl]oxy}-4,5-dihydroxypiperidine-1-carboxylate [Si](C)(C)(C(C)(C)C)O[C@@H]1CN(C[C@H]([C@H]1O)O)C(=O)OC(C)(C)C |r|